FC1=C(C=CC=C1)N1N=C(C2=CC=CC=C2C1=O)C=1C=C(C=CC1)\C=[N+](\C(C)C)/[O-] (Z)-1-(3-(3-(2-Fluorophenyl)-4-oxo-3,4-dihydrophthalazin-1-yl)phenyl)-N-isopropyl-methanimine oxide